C(CCC)N(CCO)CCCC.P(=O)(OCCCCCCCCCCCC)(O)O dodecyl phosphate dibutylethanolamine salt